OC(CCC)S(=O)(=O)[O-].C(C=C)(=O)O.[Li+] lithium acrylate hydroxybutanesulfonate